(3R)-3-(2-(4-ethyl-2,3-dioxopiperazine-1-carboxamido)-2-(2-fluoro-5-phosphonophenyl)acetamido)-2-hydroxy-3,4-dihydro-2H-benzo[e][1,2]oxaborinine-8-carboxylic acid C(C)N1C(C(N(CC1)C(=O)NC(C(=O)N[C@@H]1B(OC2=C(C1)C=CC=C2C(=O)O)O)C2=C(C=CC(=C2)P(=O)(O)O)F)=O)=O